C1(=CC=CC=C1)C=1C=C(N=C2C3CCN(C12)CC3)N3N=C(N=C3N)NC3=CC(=C(C=C3)N3C(CN(CC3)OCC)CC(=O)O)F 1-(1,4-ethano-8-phenyl-1,2,3,4-tetrahydro-1,5-naphthyridin-6-yl)-N3-(3-fluoro-4-(4-ethoxycarboxymethylpiperazin-1-yl)phenyl)-1H-1,2,4-triazole-3,5-diamine